2-(6-(6-((6-methoxypyridin-3-yl)methyl)-3,6-diazabicyclo[3.1.1]Heptan-3-yl)Pyridin-3-yl)-N-(5-methyl-1H-pyrazol-3-yl)Quinazolin COC1=CC=C(C=N1)CN1C2CN(CC1C2)C2=CC=C(C=N2)C2N(C1=CC=CC=C1C=N2)C2=NNC(=C2)C